3-amino-N-(azetidin-3-yl)-7-(2-fluoro-6-methyl-phenyl)isoquinoline-4-carboxamide NC=1N=CC2=CC(=CC=C2C1C(=O)NC1CNC1)C1=C(C=CC=C1C)F